(E)-N-methyl-N-(piperidin-4-yl)-6-(2-(tetrazolo[1,5-a]-pyridin-6-yl)vinyl)-pyridazin-3-amine CN(C=1N=NC(=CC1)\C=C\C=1C=CC=2N(C1)N=NN2)C2CCNCC2